5-chloro-7-methyl-1,2-dihydroquinolin-2-one ClC1=C2C=CC(NC2=CC(=C1)C)=O